ClC=1C2=C(N=CN1)NC(C(=C2)C2(CC2)C#N)=O 1-(4-chloro-7-oxo-7,8-dihydropyrido[2,3-d]pyrimidin-6-yl)cyclopropane-1-carbonitrile